C1(=CC=C(C=C1)C=1SC=CC1)C 2-(4-tolyl)thiophene